Adenosyl triphosphate O(P([O-])(=O)OP(=O)([O-])OP(=O)([O-])[O-])C[C@@H]1[C@H]([C@H]([C@@H](O1)N1C=NC=2C(N)=NC=NC12)O)O